C(C)(C)(C)N(C(O)=O)[C@H]1C[C@H]([C@@H](C[C@@H]2N(C1=O)[C@@H](CC2)C(=O)N2C[C@H](CC2)C2=CC=CC=C2)O)C.C2(=CC=CC=C2)N2CCN(CC2)C2=CC=C(N)C=C2 |o1:24| 4-(4-phenylpiperazin-1-yl)aniline tert-butyl-((3S,6S,8R,9R,10aR)-9-hydroxy-8-methyl-5-oxo-3-((R)- or (S)-3-phenylpyrrolidine-1-carbonyl)decahydropyrrolo[1,2-a]azocin-6-yl)carbamate